ClCCCCCCOCCOCCNC(CSCCC[Si]1(C2=C(C=CC(=C2)N2CCC2)C2(OC(C3=CC=CC=C23)=O)C2=C1C=C(C=C2)N2CCC2)C)=O N-(2-(2-((6-Chlorohexyl)oxy)ethoxy)ethyl)-2-((3-((5r,10r)-3,7-di(azetidin-1-yl)-5-methyl-3'-oxo-3'H,5H-spiro[dibenzo[b,e]siline-10,1'-isobenzofuran]-5-yl)propyl)thio)acetamide